tert-butyl 4-[7-({8-fluoro-2-methylimidazo[1,2-a]pyridin-6-yl} carbamoyl)-2-(prop-1-en-2-yl)indazol-4-yl]piperazine-1-carboxylate FC=1C=2N(C=C(C1)NC(=O)C1=CC=C(C3=CN(N=C13)C(=C)C)N1CCN(CC1)C(=O)OC(C)(C)C)C=C(N2)C